4-[2-(cyclopropylmethoxy)-5-ethyl-sulfonylphenyl]-6-methyl-7-oxothieno[2,3-c]pyridine-2-carboxamide C1(CC1)COC1=C(C=C(C=C1)S(=O)(=O)CC)C=1C2=C(C(N(C1)C)=O)SC(=C2)C(=O)N